C(C)(C)(C)OC(=O)N1CCC(=CC1)C1=CC(=C(C=C1)B1OC(C(O1)(C)C)(C)C)C 4-[3-methyl-4-(4,4,5,5-tetramethyl-1,3,2-dioxaborolan-2-yl)phenyl]-3,6-dihydro-2H-pyridine-1-carboxylic acid tert-butyl ester